ClC1=C(OCCCC(=O)OC(C)(C)C)C(=CC(=C1)C(C)(C1=CC=C(C=C1)OCC1=NC(=NC=C1)SC)C)C#N tert-butyl 4-[2-chloro-6-cyano-4-[1-methyl-1-[4-[(2-methylsulfanylpyrimidin-4-yl)methoxy]phenyl]ethyl]phenoxy]butanoate